N-(3-[[5-chloro-4-(1H-indol-3-yl)pyrimidin-2-yl]amino]phenyl)-4-[(2E)-4-(methylamino)but-2-enamido]benzamide ClC=1C(=NC(=NC1)NC=1C=C(C=CC1)NC(C1=CC=C(C=C1)NC(\C=C\CNC)=O)=O)C1=CNC2=CC=CC=C12